methyl N-[5-({4-[(2S)-2-[(8-{3-[(dimethylamino)methyl]-4-fluorophenyl}quinazolin-4-yl)amino]propyl]piperazin-1-yl}sulfonyl)-4-methyl-1,3-thiazol-2-yl]carbamate CN(C)CC=1C=C(C=CC1F)C=1C=CC=C2C(=NC=NC12)N[C@H](CN1CCN(CC1)S(=O)(=O)C1=C(N=C(S1)NC(OC)=O)C)C